C1(CCCC1)C=1C=NC(=NC1)NC(C1=C(C=CC(=C1)[N+](=O)[O-])SC=1SC=CC1)=O N-(5-cyclopentylpyrimidin-2-yl)-5-nitro-2-(thiophen-2-ylsulfanyl)benzamide